2-((3-(phenethyl)benzyl)amino)ethan-1-ol C(CC1=CC=CC=C1)C=1C=C(CNCCO)C=CC1